COC1=CC=C(C=C1)[C@@H](C(=O)NC1=CC=C(C=C1)OC)NC(=O)[C@H]1N(CCC1)C(CC1=CC=CC=C1)=O (S)-N-((S)-1-(4-methoxyphenyl)-2-((4-methoxyphenyl)amino)-2-oxoethyl)-1-(2-phenylacetyl)pyrrolidine-2-carboxamide